NC=1C=C(C=CC1)C(CCCC)(O)C1=CC=CC=C1 1-(3-aminophenyl)-1-phenylpentan-1-ol